[Br-].[Br-].C(CCCCCCCCCCCCCCCCC)[N+]1=CC=C(C=C1)C1=CC=[N+](C=C1)CCCCCCCCCCCCCCCCCC r-dioctadecyl-4,4'-bipyridinium dibromide